6-(trifluoromethyl)pyrrolo[3,2-b]Pyridine-3-carbonitrile FC(C=1C=C2C(=NC1)C(=CN2)C#N)(F)F